N-(6-acetyl-1-methyl-4,5,6,7-tetrahydro-1H-pyrazolo[3,4-c]pyridin-3-yl)-N-(2-cyclopropyl-4-iodo-5-methylphenyl)but-2-ynamide C(C)(=O)N1CC2=C(CC1)C(=NN2C)N(C(C#CC)=O)C2=C(C=C(C(=C2)C)I)C2CC2